(1S,2R)-1-(2-methoxy-5-methylphenyl)-N-(2-methylquinoline-5-sulfonyl)-2-[3-(trifluoromethyl)phenyl]cyclopropane-1-carboxamide COC1=C(C=C(C=C1)C)[C@]1([C@H](C1)C1=CC(=CC=C1)C(F)(F)F)C(=O)NS(=O)(=O)C=1C=2C=CC(=NC2C=CC1)C